C1(CC1)CN1C(N(C(C1=O)=O)CC1=NC(=NO1)CC(=O)NC1=NC=CC=C1)=O 2-(5-((3-(Cyclopropylmethyl)-2,4,5-trioxoimidazolidin-1-yl)methyl)-1,2,4-oxadiazol-3-yl)-N-(pyridin-2-yl)acetamide